NC1=NNC2=C1C(=NC(=C2)C(C(F)(F)F)C)C2=CC=C(CNC(C1=C(C=CC(=C1)F)OC)=O)C=C2 N-(4-(3-amino-6-(1,1,1-trifluoropropan-2-yl)-1H-pyrazolo[4,3-c]pyridin-4-yl)benzyl)-5-fluoro-2-methoxybenzamide